1,3-dihydro-7-nitro-5-(2-chlorophenyl)-2H-1,4-benzodiazepine-2-one [N+](=O)([O-])C=1C=CC2=C(C(=NCC(N2)=O)C2=C(C=CC=C2)Cl)C1